methyl 5-bromo-2-(tert-butylamino)-6-chloronicotinate BrC=1C(=NC(=C(C(=O)OC)C1)NC(C)(C)C)Cl